11-Amino-3-cyclopropyl-7-((1s,3s)-3-(2-hydroxypropan-2-yl)cyclobutyl)-4,5,6,7-tetrahydroisoxazolo[4'',3'':6',7']cyclohepta[1',2':4,5]pyrrolo[2,3-d]pyrimidin-4-ol 2,2,2-trifluoroacetate FC(C(=O)O)(F)F.NC=1C2=C(N=CN1)N(C1=C2C=2C(C(CC1)O)=C(ON2)C2CC2)C2CC(C2)C(C)(C)O